2-fluoro-6-iodo-4-(trifluoromethyl)aniline FC1=C(N)C(=CC(=C1)C(F)(F)F)I